N1C=CC2=CC=C(C=C12)CN1CCC2(CC1)COC1=C3CN(C(C3=CC=C12)=O)[C@@H]1C(NC(CC1)=O)=O (S)-3-(1'-((1H-indol-6-yl)methyl)-6-oxo-6,8-dihydro-2H,7H-spiro[furo[2,3-e]isoindole-3,4'-piperidin]-7-yl)piperidine-2,6-dione